ClC=1C=C2OC=3C=C4C(=CC3C(C2=CC1)=O)OCO4 7-chloro-10H-[1,3]dioxolo[4,5-b]xanthen-10-one